(3R,4S)-4-((4-(4-(trifluoromethyl)phenyl)phthalazin-1-yl)amino)tetrahydrofuran-3-ol FC(C1=CC=C(C=C1)C1=NN=C(C2=CC=CC=C12)N[C@@H]1[C@H](COC1)O)(F)F